(2-methoxymethoxy-phenyl)(phenyl)-methanone COCOC1=C(C=CC=C1)C(=O)C1=CC=CC=C1